tert-butyl 9-[3-(2-trimethylsilylethoxymethyl)benzotriazol-5-yl]-3-azaspiro[5.5]undecane-3-carboxylate C[Si](CCOCN1N=NC2=C1C=C(C=C2)C2CCC1(CCN(CC1)C(=O)OC(C)(C)C)CC2)(C)C